FC(C(=O)O)(F)F.N1=CN=C2NC=NC2=C1N1C[C@@H](CCC1)NC(C=C)=O (R)-N-(1-(9H-purin-6-yl)piperidin-3-yl)acrylamide trifluoroacetate salt